ClC=1C=C(C=CC1Cl)C=1C2(C3=CC=CC=C3C1)CCC1(CC2)OCCO1 2''-(3,4-dichlorophenyl)dispiro[[1,3]dioxolane-2,1'-cyclohexane-4',1''-indene]